3-Methyl-2'-{5-[(7S)-7-{3-oxa-6-azabicyclo[3.1.1]heptan-6-yl}-6,7,8,9-tetrahydro-5H-benzo[7]annulen-2-yl]-1H-pyrrolo[2,3-b]pyridin-3-yl}-2,4'-bipyridine CC=1C(=NC=CC1)C1=CC(=NC=C1)C1=CNC2=NC=C(C=C21)C=2C=CC1=C(CC[C@H](CC1)N1C3COCC1C3)C2